2-(3-bromoprop-2-ynyl)hex-4-ynyloxy-tert-butyl-dimethylsilane BrC#CCC(CO[Si](C)(C)C(C)(C)C)CC#CC